BrC1=CC=C(C=C1)N(C1=CC=C(C=C1)C1=CC=C(C=C1)C(C(C1=CC=CC=C1)C1=CC=CC=C1)C1=CC=CC=C1)C1=CC=C(C=C1)Br N,N-bis(4-bromophenyl)-4'-(1,2,2-triphenylethyl)-[1,1'-biphenyl]-4-amine